S1C=C(C=C1)[SiH2]C1=CSC=C1 di(3-thienyl)silane